C(C)(C)(C)C=1N=C(SC1)C=1C2=C(N(N1)C1=NC=CN=C1)C1CCC(C2)O1 3-(4-(tert-butyl)thiazol-2-yl)-1-(pyrazin-2-yl)-1,4,5,6,7,8-hexahydro-5,8-epoxycyclohepta[c]pyrazole